4-benzyl-N-(4-bromo-2,5-difluoro-phenyl)-1H-pyrrole-3-sulfonamide C(C1=CC=CC=C1)C=1C(=CNC1)S(=O)(=O)NC1=C(C=C(C(=C1)F)Br)F